NC=1CCC([C@@](N1)(CF)C=1C=C(C=C(C1F)F)NC(=O)C1=NC=C(N=C1)OC)(F)F (S)-N-(3-(6-amino-3,3-difluoro-2-(fluoromethyl)-2,3,4,5-tetrahydropyridin-2-yl)-4,5-difluorophenyl)-5-methoxypyrazine-2-carboxamide